(4-((6-amino-5-cyanopyrimidin-4-yl)oxy)-2-fluorophenyl)-3-(1-(4-methoxyphenyl)-3-(1-(trifluoromethyl)cyclobutyl)-1H-pyrazol-5-yl)urea NC1=C(C(=NC=N1)OC1=CC(=C(C=C1)NC(=O)NC1=CC(=NN1C1=CC=C(C=C1)OC)C1(CCC1)C(F)(F)F)F)C#N